FC(CN1C(=NC=2C1=NC(=CC2)C2=CNC=1N=C(N=CC12)NC1=CC=NC=C1)C)F 5-(3-(2,2-difluoroethyl)-2-methyl-3H-imidazo[4,5-b]pyridin-5-yl)-N-(pyridin-4-yl)-7H-pyrrolo[2,3-d]pyrimidin-2-amine